(4-bromophenyl)-2-methylpropionyl chloride BrC1=CC=C(C=C1)CC(C(=O)Cl)C